7-methyltetradec-6,10-diene-2,5-dione CC(=CC(CCC(C)=O)=O)CCC=CCCC